CN(C(CCCCCCCCC)CCCCCCCCCCCC=CCCCCCCCC)C N,N-dimethylhentriacont-22-en-10-amine